C1NCC=2C(=CC=CC12)O isoindoline-4-ol